16-trans-3-hexene CCC=CCC